methyl 3-[4-(7-fluorobenzo[b][1,4]benzoxazepin-6-yl) piperazin-1-yl]-2,2-dimethyl-propanoate FC=1C=CC2=C(OC3=C(C=N2)C=CC=C3)C1N1CCN(CC1)CC(C(=O)OC)(C)C